1-(4-(2-(3-(4-(tert-butyl)piperazin-1-yl)phenyl)-3-hydroxypyridin-4-yl)-2-chlorophenyl)-3-methyl-1,3-dihydro-2H-imidazol-2-one C(C)(C)(C)N1CCN(CC1)C=1C=C(C=CC1)C1=NC=CC(=C1O)C1=CC(=C(C=C1)N1C(N(C=C1)C)=O)Cl